propionoamide C(CC)(=O)N